2-((3R)-3-((1aR,3aR,3bS,5aR,6R,8aS,8bS,10aS)-10-methoxy-3a,5a-dimethylhexadecahydrocyclopenta[a]cyclopropa[2,3]cyclopenta[1,2-f]naphthalen-6-yl)butyl)nicotinonitrile COC1[C@]23[C@@]([C@H]4CC[C@]5([C@H]([C@@H]4C1)CC[C@@H]5[C@@H](CCC5=C(C#N)C=CC=N5)C)C)(CC[C@@H]2C3)C